BrC1=CC(=C(OC(CO)CF)C=C1F)C(CC)(F)F 2-(4-bromo-2-(1,1-difluoropropyl)-5-fluorophenoxy)-3-fluoropropan-1-ol